(1'r,2'r)-3,5-diiodo-5'-methyl-4-pentyl-2'-(prop-1-en-2-yl)-1',2',3',4'-tetrahydro-[1,1'-biphenyl]-2,6-diol IC1=C(C(=C(C(=C1CCCCC)I)O)[C@H]1[C@@H](CCC(=C1)C)C(=C)C)O